(R)- and (S)-1-(5-fluoro-3-methylbenzofuran-2-yl)-2-methylpropan-1-amine FC=1C=CC2=C(C(=C(O2)[C@@H](C(C)C)N)C)C1 |r|